CC=1C=NOC1N 4-methylisoxazol-5-amine